5-[2,5-difluoro-4-(1H-pyrazol-4-yl)phenyl]-N-methyl-N-(2,2,6,6-tetramethylpiperidin-4-yl)pyrazin-2-amin FC1=C(C=C(C(=C1)C=1C=NNC1)F)C=1N=CC(=NC1)N(C1CC(NC(C1)(C)C)(C)C)C